C1=2C(=C3CCC3=CC2CC1)CC(=O)O 2-(2-tricyclo[6.2.0.03,6]deca-1(8),2,6-trienyl)acetic acid